S1C=NC2=C1C=CS2 thieno[2,3-d]thiazole